1-(4-nitrobenzyl)-1H-pyrazol-4-amine hydrochloride Cl.[N+](=O)([O-])C1=CC=C(CN2N=CC(=C2)N)C=C1